tert-butyl (2S)-2-{[5-({[(9H-fluoren-9-yl)methoxy]carbonyl}amino)-1-methoxy-1-oxopentan-2-yl]carbamoyl}pyrrolidine-1-carboxylate C1=CC=CC=2C3=CC=CC=C3C(C12)COC(=O)NCCCC(C(=O)OC)NC(=O)[C@H]1N(CCC1)C(=O)OC(C)(C)C